N-(2-methylpentyl)-bicyclo[2.2.1]Hept-5-ene-2,3-dicarboximide CC(CN1C(=O)C2C3C=CC(C2C1=O)C3)CCC